Methyl-Muconate COC(\C=C\C=C\C(=O)[O-])=O